O=C1NC(=NC2=CC=CC=C12)CCC(=O)N1CCN(CC1)C=1SC(=CN1)C#N 2-[4-[3-(4-oxo-3H-quinazolin-2-yl)propionyl]piperazin-1-yl]thiazole-5-carbonitrile